methyl 2-(ethyl (methoxycarbonyl) amino)-3-methylpentanoate C(C)N(C(C(=O)OC)C(CC)C)C(=O)OC